C(C1=CC=CC=C1)OC1=C(N(C(=CC1=O)C)CCC)CNC(C1=CC=C(C=C1)C(F)(F)F)=O N-((3-(benzyloxy)-6-methyl-4-oxo-1-propyl-1,4-dihydropyridin-2-yl)methyl)-4-(trifluoromethyl)benzamide